Isobutyl (E)-3-(quinolin-6-yl)acrylate N1=CC=CC2=CC(=CC=C12)/C=C/C(=O)OCC(C)C